1-[(3R)-5,5-difluoro-1-(1H-imidazole-1-carbonyl)piperidin-3-yl]pyrrolidin-2-one FC1(C[C@H](CN(C1)C(=O)N1C=NC=C1)N1C(CCC1)=O)F